C1(=CC(=CC=C1)C1=CC(=NC=C1)CNC(C1=CC(=C(C=C1)C)S(=O)(=O)C)=O)C1=CC=CC=C1 N-((4-([1,1'-biphenyl]-3-yl)pyridin-2-yl)methyl)-4-methyl-3-(methylsulfonyl)benzamide